(Z)-non-3-en-1-yltriphenyl-phosphonium iodide [I-].C(C\C=C/CCCCC)[P+](C1=CC=CC=C1)(C1=CC=CC=C1)C1=CC=CC=C1